(2R,3R,5R)-2-(4-Aminopyrrolo[2,1-f][1,2,4]triazin-7-yl)-3,4-dihydroxy-5-(hydroxymethyl)tetrahydrofuran-2-carbonitrile NC1=NC=NN2C1=CC=C2[C@@]2(O[C@@H](C([C@H]2O)O)CO)C#N